racemic-20-amino-6,18-bis(trifluoromethyl)-16,23-dioxa-3,4,21-triazatetracyclo[15.3.1.12,5.111,15]tricosa-1(21),2,4,11(22),12,14,17,19-octaen-6-ol NC1=CC(=C2OC3=CC=CC(CCCC[C@](C4=NN=C(C1=N2)O4)(O)C(F)(F)F)=C3)C(F)(F)F |r|